4-[5-[[(3-methyloxetan-3-yl)amino]methyl]pyrimidin-2-yl]-3-(2-methyl-5-pyridin-2-ylpyrazol-3-yl)oxybenzonitrile CC1(COC1)NCC=1C=NC(=NC1)C1=C(C=C(C#N)C=C1)OC=1N(N=C(C1)C1=NC=CC=C1)C